CC1C(C2C3CCCC3C1C2)C=O 6-methyl-octahydro-4,7-methylene-indene-5-carbaldehyde